C[C@@H]1[C@@H](NCCN1C1=NC(=NC=C1)C1=CN=C2N1C=C(C=C2)C(F)(F)F)C(=O)N (2R,3R)-3-methyl-4-(2-(6-(trifluoromethyl)imidazo[1,2-a]pyridin-3-yl)pyrimidin-4-yl)piperazine-2-carboxamide